3-(1-oxo-6-(4-(o-tolyl)-1H-1,2,3-triazol-1-yl)isoindolin-2-yl)piperidine-2,6-dione O=C1N(CC2=CC=C(C=C12)N1N=NC(=C1)C1=C(C=CC=C1)C)C1C(NC(CC1)=O)=O